BrC1=C(C=C(C=C1F)C(C)=O)F 1-(4-bromo-3,5-difluorophenyl)ethan-1-one